C(C)(C)(C)OC(=O)N1C2C(C(C1)(F)F)N(CC2)CC2C(CC2)C(=O)OCC2=CC=CC=C2.C2=CC=CC=1C3=CC=CC=C3N(C21)C2=CC(=CC=C2)N2C1=CC=CC=C1C=1C=CC=CC21 1,3-bis(carbazol-9-yl)benzen tert-Butyl-4-((2-((benzyloxy)carbonyl)cyclobutyl)-methyl)-3,3-difluorohexahydropyrrolo[3,2-b]pyrrole-1(2H)-carboxylate